CCCCCCCCCC/C=C/CCCCCCCC(=O)O The molecule is an icosenoic acid having a trans- double bond at position 9. It is a conjugate acid of a gadelaidate.